(N-(tert-butyl)sulfamoyl)-4-((tetrahydro-2H-pyran-4-yl)methoxy)benzenesulfonyl chloride C(C)(C)(C)NS(=O)(=O)C1=C(C=CC(=C1)OCC1CCOCC1)S(=O)(=O)Cl